carbon azoxane N1OCCCC1.[C]